OC1=C2C[C@@H](C(OC2=CC(=C1)O)C1=CC(=C(C(=C1)O)O)O)C1(C(=O)O)[C@@H](C(=C(C(=C1F)OC)O)O)F.N1(CC1)S AziridineThiol (2S,3R)-5,7-dihydroxy-2-(3,4,5-trihydroxyphenyl)chroman-3-yl-2,6-difluoro-3,4-dihydroxy-5-methoxybenzoate